N-(2-fluoro-4-(8-isopropyl-2-((2-(methylamino)ethyl)amino)pyrido[3,2-d]pyrimidin-6-yl)phenyl)-1-phenylmethanesulfonamide FC1=C(C=CC(=C1)C=1C=C(C=2N=C(N=CC2N1)NCCNC)C(C)C)NS(=O)(=O)CC1=CC=CC=C1